(3S,5R) and (3R,5S)-1-benzyl-3,5-dimethylpiperidin-4-one C(C1=CC=CC=C1)N1C[C@@H](C([C@@H](C1)C)=O)C |r|